N-(4-(7-((3-(difluoromethyl)bicyclo[1.1.1]pentan-1-yl)oxy)-1,3,4,5-tetrahydro-2H-benzo[c]azepin-2-yl)-2,6-dimethylphenyl)-3,3-dimethylbutanamide FC(C12CC(C1)(C2)OC2=CC1=C(CN(CCC1)C1=CC(=C(C(=C1)C)NC(CC(C)(C)C)=O)C)C=C2)F